L-2-aza-ethyl nitrate [N+](=O)(OCN)[O-]